ClC=1C(=CC(=C(C(=O)NC2=CC(=NC=C2)[S@](=O)(C)=NC(OC(C)(C)C)=O)C1)N1C[C@H](OCC1)C(F)(F)F)C(F)(F)F tert-butyl ((R)-(4-(5-chloro-4-(trifluoromethyl)-2-((S)-2-(trifluoromethyl)morpholino)benzamido)pyridin-2-yl)(methyl)(oxo)-λ6-sulfaneylidene)carbamate